BrC1=C(C=CC(=C1)F)NC1=C(C(=O)NC=2C(=NC(=CC2)OC)C=C)C=C(C=C1)C(F)(F)F 2-((2-bromo-4-fluorophenyl)amino)-N-(6-methoxy-2-vinylpyridin-3-yl)-5-(trifluoromethyl)benzamide